N[C@@]([C@]([C@@]([C@](C(=O)N)(O)N)(O)N)(O)N)(O)CO pentaaminoglucose